N7-methyl-3-phenyl-N5-(pyrimidin-5-yl)-2,3-dihydrobenzofuran-5,7-dicarboxamide CNC(=O)C1=CC(=CC=2C(COC21)C2=CC=CC=C2)C(=O)NC=2C=NC=NC2